COC1=CC=C(C2=C1NC(=N2)NC(=O)N2CCC1(C(NC(N1)=O)=O)CC2)C=2C=NN(C2)C N-[7-methoxy-4-(1-methyl-1H-pyrazol-4-yl)-1H-1,3-benzodiazol-2-yl]-2,4-dioxo-1,3,8-triazaspiro[4.5]decane-8-carboxamide